The molecule is an optically active form of glutaminate having D-configuration. It is a conjugate base of a D-glutamine. It is an enantiomer of a L-glutaminate. C(CC(=O)N)[C@H](C(=O)[O-])N